(3-(3,3-difluoropyrrolidin-1-yl)cyclobutyl)carbamate FC1(CN(CC1)C1CC(C1)NC([O-])=O)F